3-[4-[4-[(4-Aminocyclohexyl)methyl]piperazin-1-yl]-5-fluoro-2-methoxy-anilino]piperidine-2,6-dione NC1CCC(CC1)CN1CCN(CC1)C1=CC(=C(NC2C(NC(CC2)=O)=O)C=C1F)OC